(Z)-N-(1-(phenylsulfonyl)-5-(3-(4-(trifluoromethyl)phenyl)acryloyl)-1H-indol-3-yl)cyclobutanecarboxamide C1(=CC=CC=C1)S(=O)(=O)N1C=C(C2=CC(=CC=C12)C(\C=C/C1=CC=C(C=C1)C(F)(F)F)=O)NC(=O)C1CCC1